4-(4-(4-aminopiperidin-1-yl)-7-(3-fluoro-4-methoxyphenyl)-1H-imidazo[4,5-c]pyridin-6-yl)-2-fluorobenzonitrile hydrochloride Cl.NC1CCN(CC1)C1=NC(=C(C2=C1N=CN2)C2=CC(=C(C=C2)OC)F)C2=CC(=C(C#N)C=C2)F